3-(5-(morpholine-4-carbonyl)pyridin-3-yl)-3-(5-(2-(5,6,7,8-tetrahydro-1,8-naphthyridin-2-yl)ethoxy)-1H-indazol-1-yl)propionic acid N1(CCOCC1)C(=O)C=1C=C(C=NC1)C(CC(=O)O)N1N=CC2=CC(=CC=C12)OCCC1=NC=2NCCCC2C=C1